2,4-difluoro-2-(1H-1,2,4-triazol-1-yl)acetophenone FC(C(=O)C1=CC=CC=C1)N1N=CN(C1)F